(3,4-difluoro-2-methoxy-phenoxy)-5,6-dimethyl-pyridazine-4-carboxamide FC=1C(=C(OC=2N=NC(=C(C2C(=O)N)C)C)C=CC1F)OC